3-[6-[[(3S,4S)-1-tert-butoxycarbonyl-4-fluoro-3-piperidyl]amino]-3,5-difluoro-2-pyridyl]imidazo[1,2-a]pyridine-7-carboxylic acid C(C)(C)(C)OC(=O)N1C[C@@H]([C@H](CC1)F)NC1=C(C=C(C(=N1)C1=CN=C2N1C=CC(=C2)C(=O)O)F)F